FC(COC)(C)C1=CC(=NC=C1)N1N=CC(=C1)S(=O)(=O)NC=1C=CC=C2C=NN(C12)C 1-[4-(2-fluoro-1-methoxypropan-2-yl)pyridin-2-yl]-N-(1-methylindazol-7-yl)pyrazole-4-sulfonamide